NC1=NC=C(C2=C1C(=NN2[C@@H]2CNCC2)C#CC2=CC(=CC(=C2)OC)OC)C#N (S)-4-amino-3-((3,5-dimethoxyphenyl)ethynyl)-1-(pyrrolidin-3-yl)-1H-pyrazolo[4,3-c]pyridine-7-carbonitrile